(2-chloro-4-cyano-Phenyl)boronic acid ClC1=C(C=CC(=C1)C#N)B(O)O